1-propyl-1,4-diazepane C(CC)N1CCNCCC1